FC1(CCN(CCC1)C1=NC2=CC(=CC=C2C=C1C(=O)NC=1SC=C(N1)C(=O)OC)F)F methyl 2-(2-(4,4-difluoroazepan-1-yl)-7-fluoroquinoline-3-carboxamido)thiazole-4-carboxylate